C(C1=CC=CC=C1)(=O)OC[C@@H]1[C@]([C@@H](C(O1)CC(=O)O)CC(=O)O)(O)C#C.COC1=CC=C(C=C1)[C@H](C)NC1=CC=C(C=C1)NS(=O)(=O)C1CCCCC1 (S)-N-(4-((1-(4-methoxyphenyl)ethyl)amino)phenyl)cyclohexanesulfonamide (3R,4R,5R)-5-((benzoyloxy)methyl)-4-ethynyl-4-hydroxytetrahydrofuran-2,3-diyl-diacetate